tert-Butyl ((6-phenylpyridin-3-yl)methyl)carbamate C1(=CC=CC=C1)C1=CC=C(C=N1)CNC(OC(C)(C)C)=O